2-hydroxy-4-(methyl)acryloyloxybenzophenone OC1=C(C(=O)C2=CC=CC=C2)C=CC(=C1)OC(C=CC)=O